FC(S(=O)(=O)N(S(=O)(=O)C(F)(F)F)C1=CC=CC=C1)(F)F 1,1,1-trifluoro-N-phenyl-N-(trifluoromethylsulfonyl)-methanesulfonamide